R-(+)-alpha-ethyl-(4-methoxy)benzylamine C(C)[C@H](C1=CC=C(C=C1)OC)N